BrC=1C=CC(=C(C=C(C(C(=O)O)N)C2=CC=C(C=C2)O)C1)O (5-Bromo-2-hydroxy-benzylidene)-amino-3-(4-hydroxyphenyl)-propionic acid